BrC=1C(=C(C=NC1)C(=O)N(C)OC)SC(C)(C)C 5-bromo-4-tert-butylsulfanyl-N-methoxy-N-methyl-pyridine-3-carboxamide